C(CCC)C1CCC(CC1)P(O)(=O)C1CCC(CC1)CCCC di(4-butylcyclohexyl)phosphinic acid